CC1=C(C(=O)NC2(CC2)C2=CC(=NC3=CC=CC=C23)C=2C=NN(C2)C)C=C(C=C1)N1CC2CCC(C1)N2C 2-methyl-N-(1-(2-(1-methyl-1H-pyrazol-4-yl)quinolin-4-yl)cyclopropyl)-5-(8-methyl-3,8-diazabicyclo[3.2.1]octan-3-yl)benzamide